1,8-dimethylaminonaphthalene (4-((3-chloro-4-fluorophenyl)carbamoyl)-7-fluoro-2,3-dihydro-1H-inden-1-yl)carbamate ClC=1C=C(C=CC1F)NC(=O)C1=C2CCC(C2=C(C=C1)F)NC(O)=O.CNC1=CC=CC2=CC=CC(=C12)NC